FC1=C(C=CC(=C1)F)NC(=O)C1=C(C2=C(CCC3=CN(N=C23)CC2=CC=C(C=C2)C)O1)C N-(2,4-difluorophenyl)-8-methyl-2-(4-methylbenzyl)-4,5-dihydro-2H-furo[2,3-g]indazole-7-carboxamide